1-(4,5-difluoro-2-(iodomethyl)-2-methyl-2,3-dihydrobenzofuran-7-yl)ethan-1-one FC1=C(C=C(C2=C1CC(O2)(C)CI)C(C)=O)F